(2S,3R,4S,5R)-4-[[3-(3,4-difluoro-2-isopropoxy-phenyl)-4,5-dimethyl-5-(trifluoromethyl)tetrahydrofuran-2-carbonyl]amino]pyridine-2-carboxamide FC=1C(=C(C=CC1F)[C@@H]1[C@H](O[C@]([C@H]1C)(C(F)(F)F)C)C(=O)NC1=CC(=NC=C1)C(=O)N)OC(C)C